C(#N)C1=C(C=C(C=C1)F)[C@H](CC)C=1C(=NN(C1)C)C (1S,2S)-1-(2-cyano-5-fluorophenyl)-1-(1,3-dimethyl-1H-pyrazol-4-yl)propan